4-(tert-butyl)cyclohexyl acrylate C(C=C)(=O)OC1CCC(CC1)C(C)(C)C